tert-Butyl 3-(2-(bis(methyl-d3)amino)-2-oxoethyl)-5-methoxy-1H-indole-1-carboxylate C([2H])([2H])([2H])N(C(CC1=CN(C2=CC=C(C=C12)OC)C(=O)OC(C)(C)C)=O)C([2H])([2H])[2H]